[NH4+].CC1(C(NC(N1)=O)=O)C dimethylhydantoin, ammonium salt